C(C)(C)(C)C1=NN(C(=C1)C=1C(=NN2C1N=C(C1=CC=CC=C21)N)C)C2=CC=CC=C2 (3-(tert-butyl)-1-phenyl-1H-pyrazol-5-yl)-2-methylpyrazolo[1,5-a]quinazolin-5-amine